sodium (S)-3-(4-(2-chlorobenzyl)phenyl)-3-(3-(4-hydroxy-1,5-dimethyl-2-oxo-1,2-dihydropyridin-3-yl) ureido)propanoate ClC1=C(CC2=CC=C(C=C2)[C@H](CC(=O)[O-])NC(=O)NC=2C(N(C=C(C2O)C)C)=O)C=CC=C1.[Na+]